6-[8-(1,3-benzothiazol-2-ylcarbamoyl)-3,4-dihydroisoquinolin-2(1H)-yl]-3-{1-[(3,5,7-trimethyltricyclo[3.3.1.13,7]dec-1-yl)methyl]-1H-pyrazol-4-yl}pyridine-2-carboxylic acid S1C(=NC2=C1C=CC=C2)NC(=O)C=2C=CC=C1CCN(CC21)C2=CC=C(C(=N2)C(=O)O)C=2C=NN(C2)CC21CC3(CC(CC(C2)(C3)C)(C1)C)C